C(O)(O)=O.FC(=CC)F difluoro methyl ethylene carbonate